O[C@@H]1[C@H](N[C@H]([C@@H]1O)N1C2=NC(=NC(=C2N=C1)NCC1=NC=CC=C1)C=1C=NC=C(C1)OC)C(=O)NC (2S,3R,4S,5S)-3,4-dihydroxyl-5-(2-(5-methoxypyridin-3-yl)-6-((pyridin-2-ylmethyl)amino)-9H-purin-9-yl)-N-methylpyrrolidin-2-formamide